N,N-diethyl-3-diethylaminopropylamine C(C)N(CC)CCCN(CC)CC